3,5,5,7-tetramethylnonyl alcohol CC(CCO)CC(CC(CC)C)(C)C